C(#CC)N1C2=CC=CC=C2C=2C=CC=CC12 N-propynyl-carbazole